CC1=NC(=NO1)C=1C=C(CO\N=C(/C)\C2=CC(=C(C(=C2)O)O)F)C=CC1 (E)-1-(3-fluoro-4,5-dihydroxyphenyl)ethane-1-one O-(3-(5-methyl-1,2,4-oxadiazol-3-yl)benzyl) oxime